2-(2-furyl)-1-(2-(4-methoxyphenyl)ethyl)-1H-benzimidazole O1C(=CC=C1)C1=NC2=C(N1CCC1=CC=C(C=C1)OC)C=CC=C2